(S)-5-bromo-2-(3-(5-(trifluoromethyl)pyridin-2-ylamino)pyrrolidin-1-yl)benzamide BrC=1C=CC(=C(C(=O)N)C1)N1C[C@H](CC1)NC1=NC=C(C=C1)C(F)(F)F